2-methyl-4-(5-(2-oxohexahydro-1H-thieno[3,4-d]imidazol-4-yl)pentanamido)butan-2-yl (4-azido-1-((2-(2-(dimethylamino)-4-methylpentanamido)ethyl)amino)-1-oxobutan-2-yl)carbamate N(=[N+]=[N-])CCC(C(=O)NCCNC(C(CC(C)C)N(C)C)=O)NC(OC(C)(CCNC(CCCCC1SCC2NC(NC21)=O)=O)C)=O